N=1C=CN2C1C=CC(=C2)C(C)N2N=NC=1C2=NC(=CN1)C1=CC=C(C=C1)P(C)(C)=O (4-(1-(1-(Imidazo[1,2-a]pyridin-6-yl)ethyl)-1H-[1,2,3]triazolo[4,5-b]pyrazin-6-yl)phenyl)dimethyl-phosphine oxide